FC(N1N=C(C=C1)[C@@H](CC)NC(OC(C)(C)C)=O)F tert-butyl (R)-(1-(1-(difluoromethyl)-1H-pyrazol-3-yl)propyl)carbamate